(S)-6-(1-amino-6-(oxetan-3-ylthio)-1,3-dihydrospiro[indene-2,4'-piperidin]-1'-yl)-3-(2,3-dichlorophenyl)-2-methylpyrimidin-4(3H)-one N[C@@H]1C2=CC(=CC=C2CC12CCN(CC2)C2=CC(N(C(=N2)C)C2=C(C(=CC=C2)Cl)Cl)=O)SC2COC2